BrC=1C(=CC(=NC1)NC(=O)C1=CC=C(C=C1)C1=C(C=C(C=C1)C1=NOC(=N1)C)F)OCCN(C)C N-(5-bromo-4-(2-(dimethylamino)ethoxy)pyridin-2-yl)-2'-fluoro-4'-(5-methyl-1,2,4-oxadiazol-3-yl)-[1,1'-biphenyl]-4-carboxamide